5-(3-(Difluoromethoxy)phenyl)-N-(3-(2-morpholinopropyl)-1,2,4-thiadiazol-5-yl)furan-3-carboxamide FC(OC=1C=C(C=CC1)C1=CC(=CO1)C(=O)NC1=NC(=NS1)CC(C)N1CCOCC1)F